5-hydroxy-cyclohexane OC1CCCCC1